FC(C1=C(C=NN1)C=1C=C2C=CN(C(C2=CN1)=O)CC=1C=C(C(=O)NC)C=CC1)F 3-((6-(5-(Difluoromethyl)-1H-pyrazol-4-yl)-1-oxo-2,7-naphthyridin-2(1H)-yl)methyl)-N-methylbenzamide